azolepropionic acid N1C(=CC=C1)CCC(=O)O